N,N-diethyl-3-methyl-4-[(5-nitryl-1,3-thiazole-2-yl)azo]aniline C(C)N(C1=CC(=C(C=C1)N=NC=1SC(=CN1)[N+](=O)[O-])C)CC